(3-(2-(2-ethoxyethoxy)ethyl)-4-methyl-(5-vinyl)thiazole) bromide [Br-].C(C)OCCOCCN1CSC(=C1C)C=C